OC=1C=C2CC[C@@H]([C@@H](C2=CC1)C1=CC=C(C=C1)N1CCC(CC1)N(C)CC=1C=C2CN(C(C2=CC1)=O)C1C(NC(CC1)=O)=O)C1=CC=CC=C1 3-(5-(((1-(4-((1R,2S)-6-hydroxy-2-phenyl-1,2,3,4-tetrahydronaphthalen-1-yl)phenyl)piperidin-4-yl)(methyl)amino)methyl)-1-oxoisoindolin-2-yl)piperidine-2,6-dione